(4-isopropylphenyl)(cyclopentyl)methylene(cyclopentadienyl)(2,7-di-tert-butylfluoren-9-yl)hafnium C(C)(C)C1=CC=C(C=C1)C(=[Hf](C1C2=CC(=CC=C2C=2C=CC(=CC12)C(C)(C)C)C(C)(C)C)C1C=CC=C1)C1CCCC1